2-bromo-1-(3-fluoro-2-pyridinyl)ethanone BrCC(=O)C1=NC=CC=C1F